pentapentaerythritol acrylate C(C=C)(=O)O.OCC(CO)(CO)CO.OCC(CO)(CO)CO.OCC(CO)(CO)CO.OCC(CO)(CO)CO.OCC(CO)(CO)CO